2,4-diamino-6-bromomethylpteridine hydrobromide Br.NC1=NC2=NC=C(N=C2C(=N1)N)CBr